OC=1C(=NC=CC1)NC(=O)C1=CC=C2C=CNC2=C1 N-(3-hydroxypyridin-2-yl)-1H-indole-6-carboxamide